CN([C@@H]1CN(CC1)CC1=CC=2N=C(N=C(C2S1)N1CCOCC1)N1N=C(C=C1)C=1C=C(C=CC1)C)C (S)-N,N-dimethyl-1-((4-morpholino-2-(3-(m-tolyl)-1H-pyrazol-1-yl)thieno[3,2-d]pyrimidin-6-yl)methyl)pyrrolidin-3-amine